BrC=1C=C(C(=NC1)[N+](=O)[O-])O[C@H](C)C1=C(C=CC(=C1)F)C=1C(=NN(N1)C)CC=1N=C2N(CC(CC2)C(F)(F)F)C1 2-((5-(2-((R)-1-((5-bromo-2-nitropyridin-3-yl)oxy)ethyl)-4-fluorophenyl)-2-methyl-2H-1,2,3-triazol-4-yl)methyl)-6-(trifluoromethyl)-5,6,7,8-tetrahydroimidazo[1,2-a]pyridine